4-((S)-3-aminopyrrolidin-1-yl)-6-cyano-5-(3,5-difluorophenyl)-N-((S)-1,1,1-trifluoropropan-2-yl)nicotinamide bis(2,2,2-trifluoroacetate) FC(C(=O)O)(F)F.FC(C(=O)O)(F)F.N[C@@H]1CN(CC1)C1=C(C(=NC=C1C(=O)N[C@H](C(F)(F)F)C)C#N)C1=CC(=CC(=C1)F)F